C(C1=CC=CC=C1)N1C(C2=C(CC1)C(=NN2C=2C=NN(C2)CC2CC2)C(=O)O)=O 6-benzyl-1-(1-cyclopropylmethyl-1H-pyrazol-4-yl)-7-oxo-4,5,6,7-tetrahydro-1H-pyrazolo[3,4-c]pyridine-3-carboxylic acid